C1(CC1)N1C(=NN=C1)C1=CC=CC(=N1)NC(=O)C1=CC2=C(OCC=3N2C=NC3)C=C1F N-(6-(4-cyclopropyl-4H-1,2,4-triazol-3-yl)pyridin-2-yl)-7-fluoro-4H-benzo[b]imidazo[1,5-d][1,4]oxazine-8-carboxamide